2-[[3-(trifluoromethyl)-1-bicyclo[1.1.1]pentanyl]sulfonyl]pyridine FC(C12CC(C1)(C2)S(=O)(=O)C2=NC=CC=C2)(F)F